BrC=1C=C(C=CC1Cl)C(C=O)C1=CC=CC=C1 2-(3-bromo-4-chlorophenyl)-2-phenylacetaldehyde